C1(=CC=CC=2CCCCC12)OC1=NC=CC=C1NC(=O)NC1=CC=C(C=C1)OC(F)(F)F 1-[2-(5,6,7,8-tetrahydro-naphthalen-1-yloxy)-pyridin-3-yl]-3-(4-trifluoromethoxyphenyl)-urea